C(C1=CC=CC=C1)[C@@H]1N(CCC1)C1=NC(=CC(=N1)O)N1CCOCC1 (R)-2-(2-benzylpyrrolidin-1-yl)-6-morpholinopyrimidin-4-ol